tert-butyl 4-(3-(2-hydroxyphenyl)-5,6,7,8,9,10-hexahydro-pyridazino[4',3':4,5]pyrrolo[2,3-d]azepine-7-carbonyl)-3,3-dimethylpiperazine-1-carboxylate OC1=C(C=CC=C1)C1=CC2=C(NC=3CCN(CCC32)C(=O)N3C(CN(CC3)C(=O)OC(C)(C)C)(C)C)N=N1